FC1=C(C=CC(=C1)F)[C@@H]1N(CCC1)C1=NC=2N(C=C1)N=CC2C2=CC=CC(=N2)N2CCN(CC2)CC=2C=C1CN(C(C1=CC2)=O)C2C(NC(CC2)=O)=O 3-(5-((4-(6-(5-((R)-2-(2,4-difluorophenyl)pyrrolidin-1-yl)pyrazolo[1,5-a]pyrimidine-3-yl)pyridin-2-yl)piperazin-1-yl)methyl)-1-oxoisoindoline-2-yl)piperidine-2,6-dione